1-(5-((3-(azetidin-3-ylamino)-2-chlorophenyl)thio)pyrazin-2-yl)-4-methylpiperidin-4-carboxylic acid N1CC(C1)NC=1C(=C(C=CC1)SC=1N=CC(=NC1)N1CCC(CC1)(C(=O)O)C)Cl